4-[2-[3-[5-methyl-1-[4-(trifluoromethoxy)phenyl]pyrazol-3-yl]-3,6-diazabicyclo[3.1.1]heptan-6-yl]ethyl]morpholine CC1=CC(=NN1C1=CC=C(C=C1)OC(F)(F)F)N1CC2N(C(C1)C2)CCN2CCOCC2